N-[(1R)-1-(2',4'-dimethylbiphenyl-3-yl)ethyl]-6,7-dimethoxy-2-methylquinazolin-4-amine CC1=C(C=CC(=C1)C)C1=CC(=CC=C1)[C@@H](C)NC1=NC(=NC2=CC(=C(C=C12)OC)OC)C